C[C@@H]1[C@H](NNCC1)C(=O)OCC(CC1=C(N(C2=CC=C(C=C12)B1OC(C(O1)(C)C)(C)C)CC)C=1C(=NC=CC1)[C@H](C)OC)(C)C 3-(1-ethyl-2-(2-((S)-1-methoxyethyl) pyridin-3-yl)-5-(4,4,5,5-tetramethyl-1,3,2-dioxaborolan-2-yl)-1H-indol-3-yl)-2,2-dimethylpropyl (3S,4S)-4-methylhexahydropyridazine-3-carboxylate